O1C2=C(OCC1)C=C(C=C2)S(=O)(=O)N2CCN(CC2)C2=C(C=CC=C2)/C=C/C(=O)NO (E)-3-(2-(4-((2,3-dihydrobenzo[b][1,4]dioxin-6-yl)sulfonyl)piperazin-1-yl)phenyl)-N-hydroxyacrylamide